tert-Butyl (3R,4R)-3-[(4R)-benzyl-2-oxo-oxazolidine-3-carbonyl]-4-(thiophen-2-yl)-pyrrolidine-1-carboxylate C(C1=CC=CC=C1)[C@H]1N(C(OC1)=O)C(=O)[C@H]1CN(C[C@@H]1C=1SC=CC1)C(=O)OC(C)(C)C